(2S)-2-[3-methoxy-2-(1,2-oxazol-5-yl)phenoxymethyl]morpholine-4-carboxylic acid tert-butyl ester C(C)(C)(C)OC(=O)N1C[C@H](OCC1)COC1=C(C(=CC=C1)OC)C1=CC=NO1